ethyl 4-[(1S,4S,5R)-5-[[5-cyclopropyl-3-(2,6-dichlorophenyl)-1,2-oxazol-4-yl]methoxy]-2-azabicyclo[2.2.1]heptan-2-yl]-2,4-dioxobutanoate C1(CC1)C1=C(C(=NO1)C1=C(C=CC=C1Cl)Cl)CO[C@H]1[C@@H]2CN([C@H](C1)C2)C(CC(C(=O)OCC)=O)=O